C(C)(C)(C)OC(=O)N1C=C(C2=NC(=CC=C21)Br)C(C)C tert-butyl-5-bromo-3-isopropyl-1H-pyrrolo[3,2-b]pyridine-1-carboxylate